4-benzyloxyindole C(C1=CC=CC=C1)OC1=C2C=CNC2=CC=C1